(R)-3-((1-cyclopropyl-2,2,2-trifluoroethyl)carbamoyl)-7-methylpyrazolo[1,5-a]pyrimidine-5-carboxylic acid C1(CC1)[C@H](C(F)(F)F)NC(=O)C=1C=NN2C1N=C(C=C2C)C(=O)O